ClC1=C2CCC(C2=CC(=C1)Cl)OC(CC(C(=O)OCCC(=O)O)=C)=O 3-((4-((4,6-dichloro-2,3-dihydro-1H-inden-1-yl)oxy)-2-methylene-4-oxobutanoyl)oxy)propanoic acid